C(C)(=O)C1=NN(C2=CC=C(C=C12)C=1C=NC(=NC1)C)CC(=O)N1[C@@H]2C[C@@]2(C[C@H]1C(=O)NC1=NC(=CC=C1CN1CCOCC1)Br)C (1R,3S,5R)-2-(2-(3-acetyl-5-(2-methylpyrimidin-5-yl)-1H-indazol-1-yl)acetyl)-N-(6-bromo-3-(morpholino-methyl)pyridin-2-yl)-5-methyl-2-azabicyclo[3.1.0]hexane-3-carboxamide